ClC=1N=C(C2=C(N1)N(CC2)CCCO)Cl 3-(2,4-dichloro-5,6-dihydro-7H-pyrrolo[2,3-d]Pyrimidin-7-yl)propan-1-ol